OC=1C=CC2=C(NC(CO2)=O)C1 6-hydroxy-2H-1,4-benzoxazin-3(4H)-one